C1(CCCC1)N1N=C(C=C1C1=C(C=CC=C1OC)OC)C(=O)N[C@H](CC(=O)NC=1SC=CN1)CCC1=CC=C(C=C1)F (3S)-3-{[1-cyclopentyl-5-(2,6-dimethoxyphenyl)-1H-pyrazol-3-yl]formamido}-5-(4-fluorophenyl)-N-(1,3-thiazol-2-yl)pentanamide